CN(C(OC1=CC=C2C(=C(C(OC2=C1)=O)CC1=C(C(=NC=C1)N)F)C)=O)C 3-((2-amino-3-fluoropyridin-4-yl)methyl)-4-methyl-2-oxo-2H-chromen-7-yl dimethylcarbamate